7-bromobenzofuran-3-carboxylic acid ethyl ester C(C)OC(=O)C1=COC2=C1C=CC=C2Br